OCC1=CN=C(S1)NC1=NC(=C2C=CC=NC2=C1)NC1CC2CCC(C1)N2C(CN2CCCCC2)=O 1-((3-exo)-3-((7-((5-(hydroxymethyl)thiazol-2-yl)amino)-1,6-naphthyridin-5-yl)amino)-8-azabicyclo[3.2.1]octan-8-yl)-2-(piperidin-1-yl)ethan-1-one